CC1=C(C(=CC=C1)C)N1C(N(C2=NC(=NC=C2C1)NC1=C(C=C(C(=C1)CO)F)OC)CCCC(=O)OC)=O Methyl 4-(3-(2,6-dimethylphenyl)-7-((4-fluoro-5-(hydroxymethyl)-2-methoxyphenyl)amino)-2-oxo-3,4-dihydropyrimido[4,5-d]pyrimidin-1(2H)-yl)butanoate